4-(cyclopentylamino)-3-nitro-benzonitrile C1(CCCC1)NC1=C(C=C(C#N)C=C1)[N+](=O)[O-]